N1CC(C1)OCC1=CC=C(C=C1)[C@H]1C[C@H](CN(C1)C)NC1=C(C(N(N=C1)C)=O)Br 5-[[(3R,5R)-5-[4-(azetidin-3-yloxymethyl)phenyl]-1-methyl-3-piperidyl]amino]-4-bromo-2-methyl-pyridazin-3-one